methyl (2R,4S)-4-[4-[(2,4-dimethoxyphenyl)-methylamino]-3-[4-[[4-(trifluoromethyl)-2-pyridyl]carbamoyl]phenyl]pyrazolo[4,3-c]pyridin-1-yl]pyrrolidine-1,2-dicarboxylate COC1=C(C=CC(=C1)OC)N(C1=NC=CC2=C1C(=NN2[C@H]2C[C@@H](N(C2)C(=O)OC)C(=O)[O-])C2=CC=C(C=C2)C(NC2=NC=CC(=C2)C(F)(F)F)=O)C